ClC=1C=C(C=NC1)C1=NC(=C2N=CN(C2=N1)[C@H]1[C@@H]([C@@H]([C@H](O1)C(=O)NC([2H])([2H])[2H])O)O)NOC (2s,3s,4r,5r)-5-(2-(5-chloropyridin-3-yl)-6-(methoxyamino)-9H-purin-9-yl)-3,4-dihydroxy-N-(methyl-d3)-tetrahydrofuran-2-carboxamide